(2-(4-(2-(2,6-dioxopiperidin-3-yl)-1-oxoisoindolin-5-yl)piperazin-1-yl)ethyl)carbamic acid tert-butyl ester C(C)(C)(C)OC(NCCN1CCN(CC1)C=1C=C2CN(C(C2=CC1)=O)C1C(NC(CC1)=O)=O)=O